C1=CC=CC=2C3=CC=CC=C3C(C12)=NC(CCCC#N)C 5-((9H-fluoren-9-ylidene)amino)hexanenitrile